C(C)(C)(C)OC(=O)N1CCC2(CC1)CC(CC(C2)=O)=O.CC2=C(N)C(=CC(=C2)N2CCC(CC2)C)C 2,6-dimethyl-4-(4-methylpiperidin-1-yl)aniline tert-butyl-8,10-dioxo-3-azaspiro[5.5]undecane-3-carboxylate